C(C1=CC=CC=C1)OC1=C2CC(C(OC2=CC(=C1)OCC1=CC=CC=C1)C1=CC(=C(C(=C1)OCC1=CC=CC=C1)OCC1=CC=CC=C1)OCC1=CC=CC=C1)O 5,7-bis(benzyloxy)-2-(3,4,5-tris(benzyloxy)phenyl)chroman-3-ol